N-{2-[3-amino-4-(2-methoxypropoxy)pyrrolidin-1-yl]-3-fluoro-5,6,7,8-tetrahydroquinolin-6-yl}-5-chloro-7-ethyl-7H-pyrrolo[2,3-c]pyridazine-3-carboxamide NC1CN(CC1OCC(C)OC)C1=NC=2CCC(CC2C=C1F)NC(=O)C1=CC2=C(N=N1)N(C=C2Cl)CC